2-{1-[3-(dimethylamino)piperidin-1-yl]pyrido[3,4-d]pyridazin-4-yl}-5-(trifluoromethyl)phenol CN(C1CN(CCC1)C1=C2C(=C(N=N1)C1=C(C=C(C=C1)C(F)(F)F)O)C=NC=C2)C